benzyl 4-((4-((4-((4-(benzyloxy)-2-methoxy-6-methylbenzoyl)oxy)-3-bromo-2-hydroxy-5,6-dimethylbenzoyl)oxy)-3-fluoro-6-hydroxy-2,5-dimethylbenzoyl)oxy)-2,3,5,6-tetramethylbenzoate C(C1=CC=CC=C1)OC1=CC(=C(C(=O)OC2=C(C(=C(C(=O)OC3=C(C(=C(C(=O)OC4=C(C(=C(C(=O)OCC5=CC=CC=C5)C(=C4C)C)C)C)C(=C3C)O)C)F)C(=C2C)C)O)Br)C(=C1)C)OC